FC(S(=O)(=O)OC1=CC(=CC2=CC=C(C(=C12)Br)F)O[Si](C(C)C)(C(C)C)C(C)C)(F)F (8-bromo-7-fluoro-3-triisopropylsilyloxy-1-naphthyl) trifluoromethanesulfonate